tertiary hexyl ethyl ether C(C)OC(C)(C)CCC